[3-(2-chloro-5-fluorophenyl)-6-{[(2,2-difluoroethyl)amino]methyl}-7-hydroxy-1-oxo-2,3-dihydro-1H-isoindol-4-yl]-3-fluoro-5-(trifluoromethyl)benzamide ClC1=C(C=C(C=C1)F)C1NC(C2=C(C(=CC(=C12)C1=C(C(=O)N)C=C(C=C1F)C(F)(F)F)CNCC(F)F)O)=O